ClC1=CC2=C(C(NN=C2C(C)C)=O)S1 2-Chloro-4-isopropyl-6H-thieno[2,3-d]pyridazin-7-one